ClC=1C(=NC=CC1)C1=CC=C(C=C1)C1=CNC2=NC=C(C=C21)C=2C=CC1=C(CC[C@H](CC1)N1C3COCC1C3)C2 6-[(7S)-2-{3-[4-(3-Chloropyridin-2-yl)phenyl]-1H-pyrrolo[2,3-b]pyridin-5-yl}-6,7,8,9-tetrahydro-5H-benzo[7]annulen-7-yl]-3-oxa-6-azabicyclo[3.1.1]heptane